N-[2-(1,3-dimethylbutyl)phenyl]-5-fluoro-1,3-dimethyl-1H-pyrazole-4-formamide CC(CC(C)C)C1=C(C=CC=C1)NC(=O)C=1C(=NN(C1F)C)C